C1(=CC=C(C=C1)S[NH-])C p-toluyl-thioamide